5-chloro-3-((3,5-dimethylphenyl)sulfonyl)-1H-indole-2-carboxylic acid ClC=1C=C2C(=C(NC2=CC1)C(=O)O)S(=O)(=O)C1=CC(=CC(=C1)C)C